3-methylmorpholine-4-carboxylate CC1N(CCOC1)C(=O)[O-]